NC1(CN(CCC1)C=1C=CC(=NC1)C1=CC(=C(C=C1)F)F)C1=NC=CN=C1 5-(3-amino-3-(pyrazin-2-yl)piperidin-1-yl)-2-(3,4-difluorophenyl)pyridin